4-[2-(5-hydroxy-6-oxo-1,6-dihydropyridazine-3-yl)ethyl]benzonitrile OC1=CC(=NNC1=O)CCC1=CC=C(C#N)C=C1